N1=C(C=CC=C1)OC1CCN(CC1)C1=NC=C(C=C1)B1OC(C(O1)(C)C)(C)C 2-(4-(pyridin-2-oxy)piperidin-1-yl)-5-(4,4,5,5-tetramethyl-1,3,2-dioxaborolan-2-yl)pyridine